7-(5-(1H-imidazol-1-yl)pyrazin-2-yl)-4-phenyl-3,4-dihydro-1H-benzo[4,5]imidazo[2,1-c][1,4]oxazine N1(C=NC=C1)C=1N=CC(=NC1)C1=CC2=C(N=C3COCC(N32)C3=CC=CC=C3)C=C1